FC1=C(C=C(CC2(CCN(CC2)C(=O)OC(C)(C)C)C(=O)OCC)C=C1)OC 1-(tert-butyl) 4-ethyl 4-(4-fluoro-3-methoxybenzyl)piperidine-1,4-dicarboxylate